CC1N(C(C2=CC=CC=C12)=O)CC1=CC=C(C=C1)NC(=O)NCC1=CC=NC=C1 1-(4-((1-methyl-3-oxoisoindolin-2-yl)methyl)phenyl)-3-(pyridin-4-ylmethyl)urea